4-Amino-6-chloro-2-methylpyrimidine-5-carbaldehyde NC1=NC(=NC(=C1C=O)Cl)C